C(C)(C)(C)OC(=O)N1CC2=C(N=C(N=C2)NC2CC3=CC=CC=C3C2)CC1 2-((2,3-Dihydro-1H-inden-2-yl)amino)-7,8-dihydropyrido[4,3-d]pyrimidine-6(5H)-carboxylic acid tert-butyl ester